(2-bromo-[1,1'-biphenyl]-3-yl)methyl mercaptan BrC1=C(C=CC=C1CS)C1=CC=CC=C1